FC1(CCN(CC1)C=1C(=NC2=CC=C(C=C2C1)N)N)F (4,4-difluoropiperidin-1-yl)quinoline-2,6-diamine